C1(=CC=CC=C1)N(C(CC)=O)C1CCN(CC1)CCNC(OC(C)(C)C)=O tert-butyl N-{2-[4-(N-phenylpropanamido)piperidin-1-yl]ethyl}carbamate